Cl[C@@H]1[C@@H](C2=CC=C(C=C2CC1)Cl)O (1R,2S)-2,6-dichloro-1,2,3,4-tetrahydronaphthalen-1-ol